4-amino-3-chloro-6-(2,3-difluoro-4-(trifluoromethyl)phenyl)pyridine-2-carboxylic acid NC1=C(C(=NC(=C1)C1=C(C(=C(C=C1)C(F)(F)F)F)F)C(=O)O)Cl